3-[4-[(5-methylindol-1-yl)methyl]phenyl]-5-(trifluoromethyl)-1,2,4-oxadiazole CC=1C=C2C=CN(C2=CC1)CC1=CC=C(C=C1)C1=NOC(=N1)C(F)(F)F